Cl.ClC=1C(=C(C=CC1F)C(CCC1=CC=C(C=C1)Cl)N)F 1-(3-chloro-2,4-difluorophenyl)-3-(4-chlorophenyl)propan-1-amine hydrochloride